4-cyclohexyl-4-(pyridin-2-ylthio)butanoic acid 2,5-dioxopyrrolidin-1-yl ester O=C1N(C(CC1)=O)OC(CCC(SC1=NC=CC=C1)C1CCCCC1)=O